(S)-1-(1-(3-chloro-4-fluorophenyl)-2-hydroxyethyl)-4-(3-(2-methylpyridin-4-yl)-1H-pyrazolo[3,4-b]pyridin-5-yl)pyridin-2(1H)-one ClC=1C=C(C=CC1F)[C@@H](CO)N1C(C=C(C=C1)C=1C=C2C(=NC1)NN=C2C2=CC(=NC=C2)C)=O